BrC=1C=CC2=C(C(=CS2)C[C@H](C(=O)O)[C@@H]2CN(CC2)C(=O)OC(C)(C)C)C1 (2S)-3-(5-bromo-1-benzothiophene-3-yl)-2-[(3R)-1-[(tert-butoxy)carbonyl]pyrrolidin-3-yl]propionic acid